ClC1=C(C=C(C=C1)C1=NN=C(O1)C1CCC(CC1)NC(OC(C)(C)C)=O)F tert-butyl (4-(5-(4-chloro-3-fluorophenyl)-1,3,4-oxadiazol-2-yl)cyclohexyl)carbamate